Cl.CN1C2=C(OCC1)C(=CC=C2)C2=NC1=CC(=NC=C1C=C2)CN (2-(4-methyl-3,4-dihydro-2H-benzo[b][1,4]oxazin-8-yl)-1,6-naphthyridin-7-yl)methylamine hydrochloride